NC1=CC(=NC=C1C(C)(F)F)NC(=O)C1CC1 N-(4-amino-5-(1,1-difluoroethyl)pyridin-2-yl)cyclopropanecarboxamide